2-fluoro-8,8-dimethyl-N-(5-methyl-6-(1-methyl-1H-pyrazol-3-yl)pyridin-3-yl)-7,8-dihydro-6H-cyclopenta[e]pyrazolo[1,5-a]pyrimidine-6-carboxamide FC1=NN2C(N=CC3=C2C(CC3C(=O)NC=3C=NC(=C(C3)C)C3=NN(C=C3)C)(C)C)=C1